FC=1C=NC(=NC1)C1=CC=C(OC2=C3CC[C@H](C3=CC=C2[N+](=O)[O-])OP(=O)(N2CC2)N2CC2)C=C1 di(aziridin-1-yl)phosphinic acid (R)-4-(4-(5-fluoropyrimidin-2-yl) phenoxy)-5-nitro-2,3-dihydro-1H-inden-1-yl ester